C(#N)C1CCC(CC1)(C(=O)O)C(=O)O p-cyanocyclohexanedicarboxylic acid